1-isobutyl-4-((3-(pyridin-4-yl)-1H-pyrrolo[2,3-b]pyridin-6-yl)ethynyl)piperidin-4-ol C(C(C)C)N1CCC(CC1)(O)C#CC1=CC=C2C(=N1)NC=C2C2=CC=NC=C2